ClC=1C(=CC(=C(C1)S(=O)(=O)NC=1SC=CN1)F)NCCCCN[C@@H]1CNCC1 5-chloro-2-fluoro-4-({4-[(3S)-pyrrolidin-3-ylamino]butyl}amino)-N-1,3-thiazol-2-ylbenzenesulfonamide